N-((1-Cyclopropyl-1H-pyrazol-3-yl)sulfonyl)-2-(4-fluoro-2-isopropyl-6-(pyridin-4-yl)phenyl)acetamide, potassium salt [K].C1(CC1)N1N=C(C=C1)S(=O)(=O)NC(CC1=C(C=C(C=C1C1=CC=NC=C1)F)C(C)C)=O